CN(CCN(C=1C(=CC(=C(C1)OC)NC1=NC=NC(=C1)N1OCC[C@@H]1C1=CC=CC=C1)N)C)C (R)-N1-(2-(dimethylamino)ethyl)-5-methoxy-N1-methyl-N4-(6-(3-phenylisoxazolidin-2-yl)pyrimidin-4-yl)benzene-1,2,4-triamine